tert-butyl 6-((6-(tert-butyl)pyridin-2-yl)methyl)-2-azaspiro[3.3]heptane-2-carboxylate C(C)(C)(C)C1=CC=CC(=N1)CC1CC2(CN(C2)C(=O)OC(C)(C)C)C1